(R)-(4-((1-(3-amino-5-(difluoromethyl)phenyl)ethyl)amino)-2-methyl-6-(methylamino)quinazoline-7-yl)(morpholino)methanone NC=1C=C(C=C(C1)C(F)F)[C@@H](C)NC1=NC(=NC2=CC(=C(C=C12)NC)C(=O)N1CCOCC1)C